N1CCC(CC1)N1COCC1 3-(piperidine-4-yl)oxazolidine